6-chloro-N-{5-[(E)-2-ethoxyvinyl]-3,6-difluoropyridin-2-yl}-1H-indole-3-sulfonamide ClC1=CC=C2C(=CNC2=C1)S(=O)(=O)NC1=NC(=C(C=C1F)\C=C\OCC)F